CC1=NC(=CC(=C1)C=1NC2=CC=C(C=C2C1C(C)C)OCC1CN(CCC1)C)C 2-(2,6-Dimethylpyridin-4-yl)-3-isopropyl-5-((1-methylpiperidin-3-yl)methoxy)-1H-indol